NC1(CN(C1)C(=O)OCC1=CC=CC=C1)C1=CC=C(C=C1)Cl benzyl 3-amino-3-(4-chlorophenyl)azetidine-1-carboxylate